(2R,3R)-2-amino-3-hydroxy-3-[4-(methylsulfonyl)phenyl]propanoic acid N[C@@H](C(=O)O)[C@@H](C1=CC=C(C=C1)S(=O)(=O)C)O